2-fluoro-6-methyl-4-(4,4,5,5-tetramethyl-1,3,2-dioxaborolan-2-yl)phenol FC1=C(C(=CC(=C1)B1OC(C(O1)(C)C)(C)C)C)O